ClC1=C(OCCC(=O)NCC=2C=C3C(N(C(C3=CC2)=O)C2C(NC(CC2)=O)=O)=O)C(=CC(=C1)C(C)(C)C1=CC=C(C=C1)OCC1=NC(=NC=C1)NS(=O)(=O)C)C#N 3-[2-chloro-6-cyano-4-[1-[4-[[2-(methanesulfonamido)pyrimidin-4-yl]methoxy]phenyl]-1-methyl-ethyl]phenoxy]-N-[[2-(2,6-dioxo-3-piperidyl)-1,3-dioxo-isoindolin-5-yl]methyl]propanamide